2-[5-Bromo-4-(4-fluorophenyl)imidazol-1-yl]-1-(6-oxa-2-azaspiro[3.4]oct-2-yl)ethanone BrC1=C(N=CN1CC(=O)N1CC2(C1)COCC2)C2=CC=C(C=C2)F